N[C@H]1CSC2=C(N(C1=O)CC1=CC=C(C=C1)Cl)C=C(C(=C2)F)N2N=NC(=C2)CC2=CC=C(C=C2)Cl (3R)-3-amino-5-[(4-chlorophenyl)methyl]-7-[4-[(4-chlorophenyl)methyl]triazol-1-yl]-8-fluoro-2,3-dihydro-1,5-benzothiazepin-4-one